1-(4-fluorobenzyl)-3-(2-(4-methylbenzoyl)-2-azaspiro[3.3]heptan-6-yl)urea FC1=CC=C(CNC(=O)NC2CC3(CN(C3)C(C3=CC=C(C=C3)C)=O)C2)C=C1